COCOC1=CC=C2C=CC=C(C2=C1)C1=C(C=CC=C1NC1=CC=CC=C1)NC1=CC=CC=C1 2-(7-(methoxymethyloxy)naphthalen-1-yl)-N1,N3-diphenylbenzene-1,3-diamine